(E)-2-(3-bromo-2-methoxy-4-(methoxymethoxy)phenylvinyl)-5-methylbenzothiazol-6-amine BrC=1C(=C(C=CC1OCOC)/C=C/C=1SC2=C(N1)C=C(C(=C2)N)C)OC